CC1=NC=2C(=NC(=CC2)C=2C=CN3N=C(N=CC32)NC3CC(C3)O)N1C 3-((5-(2,3-dimethyl-3H-imidazo[4,5-b]pyridin-5-yl)pyrrolo[2,1-f][1,2,4]triazin-2-yl)amino)cyclobutan-1-ol